ClC1=NC(=C(C(=N1)C(=O)OC)Cl)C1=C2C=NN(C2=CC=C1C)C1OCCCC1 methyl 2,5-dichloro-6-(5-methyl-1-tetrahydropyran-2-yl-indazol-4-yl)pyrimidine-4-carboxylate